BrCC(=O)NC1CC(NC(C1)(C)C)(C)C 4-(2-Bromoacetamido)-2,2,6,6-Tetramethylpiperidine